FC(S(=O)(=O)NCCCC1=C(C=CC=C1)C)(F)F trifluoromethanesulfonyl-(3-(2-methylphenyl))propylamine